bis[4-(diphenylamino)phenyl]-N,N'-diphenyl-benzidine C1(=CC=CC=C1)N(C1=CC=C(C=C1)N(C1=CC=C(C2=CC=C(N(C3=CC=CC=C3)C3=CC=C(C=C3)N(C3=CC=CC=C3)C3=CC=CC=C3)C=C2)C=C1)C1=CC=CC=C1)C1=CC=CC=C1